C(CCCCCCCCCCC)(=O)OC1CNC(C1)C(NCC1=CC=C(C=C1)C1=C(N=CS1)C)=O 5-((4-(4-methylthiazol-5-yl)benzyl)carbamoyl)pyrrolidin-3-yl dodecanoate